NCC1=CC=C(CN2C(=NC=3C2=C(N=NC3N)\C=C\C(C)C)CCCC)C=C1 (E)-1-(4-(aminomethyl)benzyl)-2-butyl-7-(3-methylbut-1-en-1-yl)-1H-imidazo[4,5-d]pyridazin-4-amine